tert-butyl (R)-3-(2-(2-methoxyacetyl)-6-(4,4,5,5-tetramethyl-1,3,2-dioxaborolan-2-yl)-1,2,3,4-tetrahydroisoquinolin-8-yl)morpholine-4-carboxylate COCC(=O)N1CC2=C(C=C(C=C2CC1)B1OC(C(O1)(C)C)(C)C)[C@H]1N(CCOC1)C(=O)OC(C)(C)C